C(CCCCCCCCCCCCCCCCCCCCCCCCCCC(C)C)(=O)Cl isotriacontanoic acid chloride